(R)-6-(5-(aminomethyl)-2-oxoOxazolidin-3-yl)-2H-pyrido[3,2-b][1,4]Oxazin-3(4H)-one NC[C@@H]1CN(C(O1)=O)C=1C=CC=2OCC(NC2N1)=O